NC=1C2=C(N=CN1)N(C=C2)[C@H]2[C@@H]([C@@H]([C@@]1(C[C@H]21)CCC2=CC=C1C=CC(=NC1=C2)NC(C)C)O)O (1R,2R,3S,4R,5S)-4-(4-Amino-7H-pyrrolo[2,3-d]pyrimidin-7-yl)-1-(2-(2-(isopropylamino)quinolin-7-yl)ethyl)bicyclo[3.1.0]hexane-2,3-diol